N1(N=CC=C1)C(C1=CC2=C(C(=NO2)N)C(=C1)OC)([2H])[2H] 6-((1H-pyrazol-1-yl)methyl-d2)-4-methoxybenzo[d]isoxazole-3-amine